BrC=1C=C2C(=CNC2=CC1)S(=O)(=O)C1=CC(=CC=C1)[N+](=O)[O-] 5-bromo-3-((3-nitrophenyl)sulfonyl)-1H-indole